NC=1C=2N(C(=CN1)C1=CCC(CC1)O)C(=NC2C2=CC(=C(C=C2)NS(=O)(=O)CC2=C(C=CC=C2)Cl)F)C(C)C N-(4-(8-Amino-5-(4-hydroxycyclohex-1-en-1-yl)-3-isopropylimidazo[1,5-a]pyrazin-1-yl)-2-fluorophenyl)-1-(2-Chlorophenyl)methansulfonamid